N1=C(C(=CC=C1)C(=O)N1CCC(CC1)CC1=CC=C(C=C1)F)C1=CC=NC=C1 1-([2,4'-bipyridine]-3-carbonyl)-4-(4-fluorobenzyl)piperidine